6-N-({6-[(7R*)-5H,6H,7H,8H-imidazo[1,2-a]pyridin-7-ylmethoxy]pyridin-3-yl}methyl)isoquinoline-1,6-diamine N=1C=CN2C1C[C@@H](CC2)COC2=CC=C(C=N2)CNC=2C=C1C=CN=C(C1=CC2)N |o1:6|